racemic-methyl cis-3-(4-chloro-1H-pyrazol-3-yl)-2-((((CIS)-4-phenylcyclohexyl) oxy)methyl)piperidine-1-carboxylate ClC=1C(=NNC1)[C@@H]1[C@@H](N(CCC1)C(=O)OC)CO[C@@H]1CC[C@@H](CC1)C1=CC=CC=C1 |r|